CC1=C(C(=O)O)C=CC(=C1)C.CC1=CC=C(C(=O)OC)C=C1 methyl p-methylbenzoate (methyl 4-methylbenzoate)